6-tert-butyl-10-methoxy-2-oxo-9-[6-(piperazin-1-yl)pyridin-3-yl]-6,7-dihydro-2H-pyrido[2,1-a]isoquinoline-3-carboxylic acid ethyl ester C(C)OC(=O)C=1C(C=C2N(C(CC3=CC(=C(C=C23)OC)C=2C=NC(=CC2)N2CCNCC2)C(C)(C)C)C1)=O